N,N'-(2,2,6,6-tetramethylpiperidyl)-hexamethylendiamine CC1(N(C(CCC1)(C)C)NCCCCCCN)C